CN1N=CC(=C1)N=NC1=CC=C(C=C1)O 4-((1-methyl-1H-pyrazol-4-yl)diazenyl)phenol